6-(4-isopropyl-3-(5-(1-isopropylpiperidin-4-yl)pyrimidin-2-yl)-1H-pyrazol-5-yl)-8-methyl-[1,2,4]triazolo[1,5-a]pyridine C(C)(C)C=1C(=NNC1C=1C=C(C=2N(C1)N=CN2)C)C2=NC=C(C=N2)C2CCN(CC2)C(C)C